[Si](C)(C)(C(C)(C)C)OC1CC(C1)N1N=CC2=CC=C(C=C12)C1=CC=CC=C1 1-(3-((tert-butyldimethylsilyl)oxy)cyclobutyl)-6-phenyl-1H-indazole